C(C)(C)(C)OC(C(CC1=CC=C(C=C1)OC)N(C(CCl)=O)CC(=O)NC1=C(C=CC(=C1)Cl)N1N=NC(=C1)Cl)=O 2-(2-Chloro-N-(2-((5-chloro-2-(4-chloro-1H-1,2,3-triazol-1-yl)phenyl)amino)-2-oxoethyl)acetamido)-3-(4-methoxyphenyl)propanoic acid tert-butyl ester